cyano-1-(1-ethyl-3-methyl-1H-pyrazol-5-yl)-2-(4-(trimethylsilyl)phenyl)vinylpiperidine-1-carboxylic acid C(#N)C1(N(CCCC1)C(=O)O)C(=CC1=CC=C(C=C1)[Si](C)(C)C)C1=CC(=NN1CC)C